Cl.FC1=C(C=CC(=C1)N1CCNCC1)NC1=NC=2C3=C(C=CC2C=N1)N=NN3C(C)C N-(2-Fluoro-4-(piperazin-1-yl)phenyl)-1-isopropyl-1H-[1,2,3]triazolo[4,5-h]quinazolin-8-amine hydrochloride